C(C)(C)N(P(N(C(C)C)C(C)C)OCC1CC1)C(C)C N,N,N',N'-tetraisopropyl-1-(cyclopropylmethyloxy)phosphanediamine